FC1=C(C=C(C=C1)[N+](=O)[O-])C1=CC(=NC(=C1)C)C 4-(2-fluoro-5-nitrophenyl)-2,6-lutidine